ClC1=NC2=CC=C(C=C2C(=N1)N1CC=2C=C(C=NC2CC1)NC=1N(N=CC1)C)F 6-(2-chloro-6-fluoro-quinazolin-4-yl)-N-(2-methylpyrazol-3-yl)-7,8-dihydro-5H-1,6-naphthyridin-3-amine